O-(azetidin-3-yl)hydroxylamine hydrochloride Cl.N1CC(C1)ON